C(ON1C(CCC2=CC=C(C=C12)CCN1CCN(CC1)C1=CC(=CC2=C1C=CS2)F)=O)(OC2=C(C=CC=C2)C)=O (7-(2-(4-(6-fluorobenzothiophen-4-yl) piperazin-1-yl) ethyl)-2-oxo-3,4-dihydroquinolin-1(2H)-yl) methylphenyl carbonate